N-[4-(1-naphthalenyl)phenyl][1,1':4',1''-terphenyl]-4-amine C1(=CC=CC2=CC=CC=C12)C1=CC=C(C=C1)NC1=CC=C(C=C1)C1=CC=C(C=C1)C1=CC=CC=C1